ClC1=NC=C(C(=N1)NCC1=C(C(=CC=C1F)C)F)C(=O)N 2-chloro-4-[(2,6-difluoro-3-methylbenzyl)amino]pyrimidin-5-carboxamide